C1(CCC1)N1C(C(N(CC1)[C@@H](C)C=1SC(=NN1)C1=CC=CC=C1)=O)=O (S)-1-cyclobutyl-4-(1-(5-phenyl-1,3,4-thiadiazol-2-yl)ethyl)piperazine-2,3-dione